C1(CCCCC1)P(C1(C(=C(C=CC1)OC(C)C)C1=CC=CC=C1)OC(C)C)C1CCCCC1 2-dicyclohexylphosphino-2,6-di-iso-propoxy-1,1-biphenyl